N-(4-(1H-pyrrolo[2,3-b]pyridin-5-yl)phenyl)amide N1C=CC=2C1=NC=C(C2)C2=CC=C(C=C2)[NH-]